N-(6-amino-5-methyl-3-pyridyl)-2-[(2R,5S)-2-(1,3-benzothiazol-5-yl)-5-methyl-1-piperidyl]-2-oxo-acetamide NC1=C(C=C(C=N1)NC(C(=O)N1[C@H](CC[C@@H](C1)C)C=1C=CC2=C(N=CS2)C1)=O)C